FC=1C(=CC(=C(C#N)C1)C1=CC(=NO1)CN1C(=NC=2CCCCC2C1=O)C)O 5-Fluoro-4-hydroxy-2-(3-((2-methyl-4-oxo-5,6,7,8-tetrahydroquinazolin-3(4H)-yl)methyl)isoxazol-5-yl)benzonitrile